ClC=1C=C(C=CC1C(=O)N1CCOCC1)NC(=O)C1=C(C(=NS1)C1=CC=CC=C1)C1CC1 N-(3-CHLORO-4-(MORPHOLINE-4-CARBONYL)PHENYL)-4-CYCLOPROPYL-3-PHENYLISOTHIAZOLE-5-CARBOXAMIDE